5-cyclopropyl-2,4-dimethoxypyrimidine C1(CC1)C=1C(=NC(=NC1)OC)OC